FC1=C(C=CC=C1)C1=CC=C2C(=CC=NC2=C1)NC1=NC=C(C=C1)C1CCN(CC1)C 7-(2-fluorophenyl)-N-(5-(1-methylpiperidin-4-yl)pyridin-2-yl)quinolin-4-amine